1-(3-(tert-butyl)-1-(3-fluorophenyl)-1H-pyrazol-5-yl)-3-(2-(methylthio)-4-((3-oxo-3,4-dihydropyrido[2,3-b]pyrazin-8-yl)oxy)phenyl)urea C(C)(C)(C)C1=NN(C(=C1)NC(=O)NC1=C(C=C(C=C1)OC1=CC=NC=2NC(C=NC21)=O)SC)C2=CC(=CC=C2)F